ClC1=CC=C(OC=2C=CC=C3C(CCOC23)C#N)C=C1 8-(4-chlorophenoxy)chroman-4-carbonitrile